4-[4-[1-(2,6-Dioxopiperidin-3-yl)-3-methyl-2-oxo-1,3-benzodiazol-5-yl]piperidin-1-yl]butanoic acid O=C1NC(CCC1N1C(N(C2=C1C=CC(=C2)C2CCN(CC2)CCCC(=O)O)C)=O)=O